OC1CC(C1)N1C=C2C(=NN(C(C2=CC1=O)=O)C)N[C@H](C)C1=C(C(=CC=C1)C(F)(F)F)C 6-((1r,3r)-3-hydroxycyclobutyl)-2-methyl-4-(((R)-1-(2-methyl-3-(trifluoromethyl)phenyl)ethyl)amino)-2,6-dihydropyrido[3,4-d]pyridazine-1,7-dione